BrC=1C=NC(=NC1)N1CCC2(CN(C2)C(=O)OCCCC)CC1 butyl 7-(5-bromopyrimidin-2-yl)-2,7-diazaspiro[3.5]nonane-2-carboxylate